ClC=1C=C(C=C2C=NC(=NC12)N1CCOCC1)C=C 4-(8-chloro-6-vinylquinazolin-2-yl)morpholine